2-carboxy-7-((8-chloronaphthalen-2-yl)oxy)-1,2,3,4-tetrahydronaphthalen C(=O)(O)C1CC2=CC(=CC=C2CC1)OC1=CC2=C(C=CC=C2C=C1)Cl